FC(C(=O)N(C)C)(F)F trifluoro-N,N-dimethylacetamide